methyl-3-(1-methyl-1H-imidazol-4-yl)-4-((3-(trifluoromethyl)benzyl)amino)benzenesulfonamide CC1=C(C=CC(=C1C=1N=CN(C1)C)NCC1=CC(=CC=C1)C(F)(F)F)S(=O)(=O)N